N-(3-((5-(benzylamino)-2-chloropyrimidin-4-yl)amino)phenyl)acrylamide C(C1=CC=CC=C1)NC=1C(=NC(=NC1)Cl)NC=1C=C(C=CC1)NC(C=C)=O